2-((1E,3E)-4-(4-(dimethylamino)phenyl)butan-1,3-dien-1-yl)-4,6-dimethylpyran tetrafluoroborate F[B-](F)(F)F.CN(C1=CC=C(C=C1)/C=C/C=C/C1OC(=CC(=C1)C)C)C